4-Pentenic acid C(CCC=C)(=O)O